COC(=O)C=1C(=CC=C(C1F)OC)C1=C(C=C(C=C1)OC)C=O fluoro-2'-formyl-4,4'-dimethoxy-[1,1'-biphenyl]-2-carboxylic acid methyl ester